6-amino-N-(5-chloro-6-(o-tolyl)pyridin-2-yl)pyridine-2-sulfonamide NC1=CC=CC(=N1)S(=O)(=O)NC1=NC(=C(C=C1)Cl)C1=C(C=CC=C1)C